ethylamine p-toluenesulfinate salt CC1=CC=C(C=C1)S(=O)O.C(C)N